ClC=1C=CC(=C(C(=O)NC2=CC(=C(C=C2)OC2=CC=CC=C2)Cl)C1)OC 5-chloro-N-(3-chloro-4-phenoxyphenyl)-2-methoxybenzamide